4-methylphenyl-thiazolecarboxylic acid CC1=CC=C(C=C1)C=1N=C(SC1)C(=O)O